N1=C(C=CC=C1)NC=1SC=C(N1)C=1C=C(C#N)C=CC1 3-(2-(pyridin-2-ylamino)thiazol-4-yl)benzonitrile